S-(((3aS,4S,6R,6aR)-6-(6-Chloro-4-((2-chlorobenzyl)amino)-1H-pyrazolo[3,4-d]pyrimidin-1-yl)-2,2-dimethyltetrahydrofuro[3,4-d][1,3]dioxol-4-yl)methyl) ethanethioate C(C)(SC[C@H]1O[C@H]([C@@H]2OC(O[C@@H]21)(C)C)N2N=CC=1C2=NC(=NC1NCC1=C(C=CC=C1)Cl)Cl)=O